Cl.C[C@H]1[C@@H](CNC1)C=1NC(C=2N(C1)C(=NC2)C2CCOCC2)=O (3S,4S)-trans-6-(4-methyl-pyrrolidin-3-yl)-3-(tetrahydropyran-4-yl)-7H-imidazo[1,5-a]Pyrazine-8-one hydrochloride